7-bromo-2-oxo-1,2-dihydroquinoline-5-carboxylic acid BrC=1C=C(C=2C=CC(NC2C1)=O)C(=O)O